S(=O)(=O)(O)O.C(CCC)OC(CCCCCCC\C=C/C[C@H](O)CCCCCC)=O ricinoleic acid butyl ester sulfate